2-[4-(1,3-benzothiazol-2-ylmethyl)piperazin-1-yl]-N-ethylsulfonyl-4-propoxy-benzamide S1C(=NC2=C1C=CC=C2)CN2CCN(CC2)C2=C(C(=O)NS(=O)(=O)CC)C=CC(=C2)OCCC